N1=C(N=CC2=C1OCCN2)C=2C=CC(=NC2)C(=O)OC methyl 5-(6,7-dihydro-5H-pyrimido[4,5-b][1,4]oxazin-2-yl)picolinate